(6-(4-(quinoxalin-2-yl)-1H-pyrazol-1-yl)spiro[3.3]heptan-2-yl)methanamine N1=C(C=NC2=CC=CC=C12)C=1C=NN(C1)C1CC2(CC(C2)CN)C1